4H-1,4-benzoxazin O1C=CNC2=C1C=CC=C2